3-bromo-N-hydroxyiminobenzyl chloride BrC=1C=C(C(=NO)Cl)C=CC1